OC1=CC=C(C=C1)C(C)(CCCCC)C1=CC=C(C=C1)O 2,2-bis(4-hydroxyphenyl)-n-heptane